[Si](C)(C)(C(C)(C)C)OCC1=CC(=NN1)C1=NC=C(C=C1)F (5-(((tert-butyldimethylsilyl)oxy)methyl)-1H-pyrazol-3-yl)-5-fluoropyridine